CC1OC2=C(C1)C=C(C=C2)C=2CCN(CC2)C(=O)OC(C)(C)C tert-butyl 4-[2-methyl-2,3-dihydro-1-benzofuran-5-yl]-3,6-dihydropyridine-1(2H)-carboxylate